(E)-1-(pyridin-4-yl)-3-(7-(trifluoromethyl)quinolin-2-yl)prop-2-en-1-one N1=CC=C(C=C1)C(\C=C\C1=NC2=CC(=CC=C2C=C1)C(F)(F)F)=O